CC1(C=O)C(C=C(C=C1)C)C 1,2,4-trimethyl-benzaldehyde